ClC=1C=C(C(=NC1)N1CC(C1)C1=C(C=CC=C1)C(C)C)OC N-(5-chloro-3-methoxypyridin-2-yl)-3-(2-isopropylphenyl)azetidine